2,4-difluoro-6-nitro-aniline FC1=C(N)C(=CC(=C1)F)[N+](=O)[O-]